2-{4-[6-(1-methylpyrazol-4-yl)pyrazolo[1,5-a]pyridin-3-yl]piperazin-1-yl}pyrimidine CN1N=CC(=C1)C=1C=CC=2N(C1)N=CC2N2CCN(CC2)C2=NC=CC=N2